NC1=NC2=CC(=CC=C2C=C1)CN(C(=O)C=1C=NC(=CC1)C)C1=C(C=C(C=C1)F)S(=O)(=O)C N-[(2-aminoquinolin-7-yl)methyl]-N-(4-fluoro-2-methanesulfonylphenyl)-6-methylpyridine-3-carboxamide